C1=CC(=CC=C1C#CC2=CC=C(C=C2)F)F 4,4'-difluorodiphenylacetylene